dibenzyl (3-(2,3-dihydroxypropyl)-1H-indol-4-yl) phosphate P(=O)(OCC1=CC=CC=C1)(OCC1=CC=CC=C1)OC1=C2C(=CNC2=CC=C1)CC(CO)O